ClC=1C=C(C=CC1)C=1C=CC=C2C(=C(N3C(C12)=NC(=N3)C)C(=O)NCC(=O)O)O (10-(3-chlorophenyl)-6-hydroxy-2-methyl-[1,2,4]triazolo[5,1-a]isoquinoline-5-carbonyl)glycine